N[C@@H]([C@@H](O)C1=CC=CC=C1)C1=CC=CC=C1 (1s,2r)-2-amino-1,2-diphenylethane-1-ol